2-[2-(bromomethyl)-3-chloro-phenyl]-3-methoxy-prop-2-enoic acid methyl ester COC(C(=COC)C1=C(C(=CC=C1)Cl)CBr)=O